2-benzyl-N-hydroxy-3-methyl-1,2,3,4-tetrahydrophthalazine-6-carboxamide C(C1=CC=CC=C1)N1CC2=CC=C(C=C2CN1C)C(=O)NO